C(N)(SCCCC)=S.[NH4+] ammonium butyl dithiocarbamate